C[C@](N)(CCC)C(=O)O L-α-methylnorvaline